Ethyl 2-(5-(4-cyclopropylnaphthalen-1-yl) thiophen-2-ylsulfanyl)-2-methylpropionate C1(CC1)C1=CC=C(C2=CC=CC=C12)C1=CC=C(S1)SC(C(=O)OCC)(C)C